N-(4-methoxybenzyl)-N-methyl-3-(5,6,7,8-tetrahydroimidazo[1,2-a]pyridin-2-yl)-4-((5-(Trifluoromethyl)pyridin-2-yl)amino)benzenesulfonamide COC1=CC=C(CN(S(=O)(=O)C2=CC(=C(C=C2)NC2=NC=C(C=C2)C(F)(F)F)C=2N=C3N(CCCC3)C2)C)C=C1